1,9-diazatricyclo[6.3.1.04,12]dodeca-2,4(12),5,7-tetraen-2-ylmethanamine N12C(=CC=3C=CC=C(NCC1)C23)CN